ammonium pyrrolidinedithiocarbamate C1CCN(C1)C(=S)[S-].[NH4+]